5-(1-methoxyethyl)-3-(6-(pyridin-4-ylethynyl)pyridin-3-yl)-1,2,4-oxadiazole COC(C)C1=NC(=NO1)C=1C=NC(=CC1)C#CC1=CC=NC=C1